(4S)-4-[3-(8-{4-fluoro-2-[(3R)-3-methylmorpholine-4-carbonyl]phenyl}-3-methylimidazo[1,5-a]pyridin-6-yl)azetidin-1-yl]-5-methylhexanal FC1=CC(=C(C=C1)C=1C=2N(C=C(C1)C1CN(C1)[C@@H](CCC=O)C(C)C)C(=NC2)C)C(=O)N2[C@@H](COCC2)C